C(C)(C)(C)OC(=O)N([C@@H](C(=O)O)CC1=CC2=CC=CC=C2C=C1)C (R)-2-((tert-Butoxycarbonyl)(methyl)amino)-3-(naphthalen-2-yl)propionic acid